NN1C(=NN=C(C1)C(C)(C)C)SC 4-amino-6-tertiary butyl-4,5-dihydro-3-methylthio-1,2,4-triazin